C(C)OC(C(CC(=O)OCC)CC1=CC(=CC=C1)OCC)=O 3-ethoxybenzylsuccinic acid diethyl ester